C(C)(=O)OC1=C2C(C(=COC2=C(C(=C1)OC)COC(C)=O)C1=C(C=CC=C1)OC)=O 5-Acetoxy-8-(acetoxymethyl)-7-methoxy-3-(2-methoxyphenyl)-4H-chromen-4-one